NC1=C(C(=NN1C(C)C)C(=O)NC=1C(=NC=C(C1)NC(=O)NC1=CC=C(C=C1)Cl)F)C(=O)N 5-amino-N3-(5-(3-(4-chlorophenyl)ureido)-2-fluoropyridin-3-yl)-1-isopropyl-1H-pyrazole-3,4-dicarboxamide